FC(C(=O)O)(F)F.CC1(OB(OC1(C)C)C=1CCNCC1)C 4-(4,4,5,5-tetramethyl-1,3,2-dioxaborolan-2-yl)-1,2,3,6-tetrahydropyridine 2,2,2-trifluoroacetic acid salt